OC1=C(C(=O)C2=C(C=CC=C2)F)C=CC(=C1)O 2,4-dihydroxy-2'-fluorobenzophenone